4,6,8,10-tetramethyltridecyloctoxymethyl ether CC(CCCC(OCCCCCCCC)OC(CCCC(CC(CC(CC(CCC)C)C)C)C)OCCCCCCCC)CC(CC(CC(CCC)C)C)C